tert-butyl N-(5-oxopyrrolidin-3-yl)carbamate O=C1CC(CN1)NC(OC(C)(C)C)=O